C(#N)C=1C=C2C(=NC1)N(N=C2)C2=CC=C(C=N2)C(=O)O 6-(5-cyanopyrazolo[3,4-b]pyridin-1-yl)pyridine-3-carboxylic acid